CN(C(C)C1=CC=C(C=C1)B(O)O)C (4-[1-(DIMETHYLAMINO)ETHYL]PHENYL)BORONIC ACID